3-(4-hydroxy-phenyl)-pyrano[2,3-b]pyridin-2-one OC1=CC=C(C=C1)C1=CC=2C(=NC=CC2)OC1=O